3-(2,6-difluoro-3,5-dimethoxyphenyl)-1-{1-(2-methoxyethyl)-1H-pyrazol-4-yl}-1,3,4,7-tetrahydro-2H-pyrazolo[4',3':5,6]pyrido[4,3-d]pyrimidin-2-one FC1=C(C(=C(C=C1OC)OC)F)N1C(N(C2=C(C1)C=NC1=C2C=NN1)C=1C=NN(C1)CCOC)=O